methyl 4-(1-cycloheptyl-4-(5-nitrothiophene-2-carboxamido)-1H-pyrazolo[3,4-d]pyrimidin-6-yl)benzoate C1(CCCCCC1)N1N=CC=2C1=NC(=NC2NC(=O)C=2SC(=CC2)[N+](=O)[O-])C2=CC=C(C(=O)OC)C=C2